O=C1NC(CCC1N1C(C2=CC=CC(=C2C1=O)CCCOCCOCCC(=O)OC(C)(C)C)=O)=O tert-butyl 3-[2-[3-[2-(2,6-dioxo-3-piperidyl)-1,3-dioxo-isoindolin-4-yl]propoxy]ethoxy]propanoate